N1C=NC2=CC=CC3=CC=CC1=C23 1H-perimidin